C1(=C(C(=C(C(=C1[2H])[2H])[2H])[2H])[2H])C=1C(=NC2=CC=CC=C2N1)C1=C(C=CC=C1)B(O)O (2-(3-(phenyl-d5)quinoxalin-2-yl)phenyl)boronic acid